N-(1H-benzo[d]imidazol-6-yl)thiophene-3-carboxamide N1C=NC2=C1C=C(C=C2)NC(=O)C2=CSC=C2